ClC=1C=C(NC2(CCC3(C(=CC4=CC=CC=C34)CC(C#CCCC)CO)CC2)C(=O)OC)C=CC1 methyl (1r,4r)-4-(3-chloroanilino)-2'-[2-(hydroxymethyl)hept-3-yn-1-yl]spiro[cyclohexane-1,1'-indene]-4-carboxylate